C(C)(=O)C1=C(C2=C(N=C(N=C2)NC2=CC=C(C=N2)N2CCN(CC2)C(CCCCCCC(=O)NC2=C(C(=O)NC=3SC(=C(N3)C)[N+](=O)[O-])C=CC=C2)=O)N(C1=O)C1CCCC1)C 2-(8-(4-(6-((6-acetyl-8-cyclopentyl-5-methyl-7-oxo-7,8-dihydropyrido[2,3-d]pyrimidin-2-yl)amino)pyridin-3-yl)piperazin-1-yl)-8-oxooctanamido)-N-(4-methyl-5-nitrothiazol-2-yl)benzamide